C(=O)C=1N=CN(C1)C1=C(C#N)C=CC=C1 (4-formyl-1H-imidazol-1-yl)benzonitrile